BrC1=CC=C(C2=C1N=NN2COCC[Si](C)(C)C)C2=CC=C(N=N2)N(C2C[C@H]1CC[C@@H](C2)N1C(=O)OC(C)(C)C)C tert-butyl (1R,3S,5S)-3-[[6-(7-bromo-3-[[2-(trimethylsilyl)ethoxy]methyl]-1,2,3-benzotriazol-4-yl)pyridazin-3-yl](methyl)amino]-8-azabicyclo[3.2.1]octane-8-carboxylate